1-(3-((1,3-dimethylpyrrolidine-3-carbonyl) oxy)-2-(((9Z,12Z)-octadeca-9,12-dienoyloxy) methyl) propyl) 10-octyl sebacate C(CCCCCCCCC(=O)OCCCCCCCC)(=O)OCC(COC(=O)C1(CN(CC1)C)C)COC(CCCCCCC\C=C/C\C=C/CCCCC)=O